ethyl (1Z)-N-cyanoethanimidoate C(#N)\N=C(\C)/OCC